CC1(COB(OC1)C1=CC2=C(N(C(=N2)C2CC(C2)(OCOCC[Si](C)(C)C)C)COCC[Si](C)(C)C)C(=C1)C(F)(F)F)C 5-(5,5-dimethyl-1,3,2-dioxaborinan-2-yl)-2-[(cis)-3-methyl-3-{[2-(trimethylsilyl)ethoxy]methoxy}cyclobutyl]-7-(trifluoromethyl)-1-{[2-(trimethylsilyl)ethoxy]methyl}-1H-1,3-benzodiazole